COC1=CC=C(C=C1)C(C)(O)C=1C=NC=CC1 1-(4-methoxyphenyl)-1-(3-pyridyl)-1-ethanol